CC1CC(CN1)C#N 5-methyl-pyrrolidine-3-carbonitrile